C(C)(C)(C)OC(=O)N1CCN(CC1)C(CN1C(C=C(C(=C1)Br)OC(C)C)=N)=O.N1C(=CC2=CC=CC=C12)C=1C=C(C=CC1N1CCCC1)S(=O)(=O)N(CCN1CCOCC1)C 3-(1H-indol-2-yl)-N-methyl-N-(2-morpholinoethyl)-4-(pyrrolidin-1-yl)benzenesulfonamide tert-butyl-4-(2-(5-bromo-2-imino-4-isopropoxypyridin-1(2H)-yl)acetyl)piperazine-1-carboxylate